5-(4-(4-(benzo[b]thiophen-4-yl)piperazin-1-yl)butoxy)-1,1a,3,7b-tetrahydro-2H-cyclopropa[c]quinolin-2-one S1C2=C(C=C1)C(=CC=C2)N2CCN(CC2)CCCCOC=2C=CC=1C3C(C(NC1C2)=O)C3